trans-3-(1-(difluoromethyl)-1H-pyrazol-4-yl)-4-(2,2-dimethyl-3-((3-(trifluoromethyl)pyridin-2-yl)oxy)propanamido)piperidine-1-carboxylic acid tert-butyl ester C(C)(C)(C)OC(=O)N1C[C@H]([C@@H](CC1)NC(C(COC1=NC=CC=C1C(F)(F)F)(C)C)=O)C=1C=NN(C1)C(F)F